ClC=1C=CC2=C(N(C3=C(N(C2=O)CCCO)C=CC=C3)CCCNC/C=C/C(=O)OCC)C1 Ethyl (E)-4-({3-[3-chloro-10-(3-hydroxypropyl)-11-oxo-10,11-dihydro-5H-dibenzo[b,e][1,4]diazepin-5-yl]propyl}amino)but-2-enoate